trans-(E)-3-[2-(4-hydroxycyclohexylamino)-4-methyl-6-(2,5-dimethyl-1H-pyrrol-1-yl)pyridin-3-yl]acrylic acid ethyl ester C(C)OC(\C=C\C=1C(=NC(=CC1C)N1C(=CC=C1C)C)N[C@@H]1CC[C@H](CC1)O)=O